8-[5-(8-chloro-2-cyclopentyl-1,2,3,4-tetrahydroisoquinolin-6-yl)-1H-pyrazolo[3,4-b]pyridin-3-yl]-2,3,4,5-tetrahydro-1,4-benzoxazepin-5-one ClC=1C=C(C=C2CCN(CC12)C1CCCC1)C=1C=C2C(=NC1)NN=C2C2=CC1=C(C(NCCO1)=O)C=C2